CC1(OC=2C=C(C=C(C2[C@@H]2[C@H]1CCC(=C2)C)O)CCC2=CC=CC=C2)C (6aR,10aS)-6,6,9-trimethyl-3-phenethyl-6a,7,8,10a-tetrahydro-6H-benzo[c]chromen-1-ol